tert-butyl (2R,5S)-4-(7-(4-cyanopyridin-2-yl)-5-propoxy-7H-pyrrolo[2,3-d]pyrimidin-4-yl)-2,5-dimethylpiperazine-1-carboxylate C(#N)C1=CC(=NC=C1)N1C=C(C2=C1N=CN=C2N2C[C@H](N(C[C@@H]2C)C(=O)OC(C)(C)C)C)OCCC